[Sb].[Ni].[Sn] tin-nickel-antimony